3-(5-(1-aminoethyl)-7-cyanoindol-1-yl)-benzoic acid propyl ester C(CC)OC(C1=CC(=CC=C1)N1C=CC2=CC(=CC(=C12)C#N)C(C)N)=O